N[C@@H]1CC[C@@H](N(C1)C(=O)C1=CC2=C(N(C(=N2)C2=CC=3C(=NC(=CC3)C=3C=CC=C4CC(NC34)=O)N2CC2CC2)C)C(=C1)OC)C 7-(2-(5-((2S,5R)-5-amino-2-methylpiperidine-1-carbonyl)-7-methoxy-1-methyl-1H-benzo[d]imidazol-2-yl)-1-(cyclopropylmethyl)-1H-pyrrolo[2,3-b]pyridin-6-yl)indolin-2-one